2-((3-(9,9,9-trifluorononyl)-1,2,4-oxadiazol-5-yl)methyl)acrylic acid FC(CCCCCCCCC1=NOC(=N1)CC(C(=O)O)=C)(F)F